2-methyl-5-(3-methoxyphenyl)-N-(3-(3,3,3-trifluoro-2-hydroxy-2-methylpropyl)-1,2,4-thiadiazol-5-yl)thiophene-3-carboxamide CC=1SC(=CC1C(=O)NC1=NC(=NS1)CC(C(F)(F)F)(C)O)C1=CC(=CC=C1)OC